2-Chloro-5-{[(N,N-dimethylglycyl)amino]methyl}-N-{1-[4-(trifluoromethyl)phenyl]-1H-indazol-4-yl}benzamide hydrochloride Cl.ClC1=C(C(=O)NC2=C3C=NN(C3=CC=C2)C2=CC=C(C=C2)C(F)(F)F)C=C(C=C1)CNC(CN(C)C)=O